BrC1=CN(C2=CC=C(C=C12)C1=C(N=C2N1C=CC=N2)C2=NC(=CC=C2)C)C2OCCCC2 3-(3-bromo-1-(tetrahydro-2H-pyran-2-yl)-1H-indol-5-yl)-2-(6-methylpyridin-2-yl)imidazo[1,2-a]Pyrimidine